3-(5-(1-cyclopropyl-4-((3-fluoroazetidin-1-yl)methyl)-1H-pyrrolo[2,3-b]pyridin-6-yl)-1-oxoisoindolin-2-yl)piperidine-2,6-dione C1(CC1)N1C=CC=2C1=NC(=CC2CN2CC(C2)F)C=2C=C1CN(C(C1=CC2)=O)C2C(NC(CC2)=O)=O